O[C@H]1[C@H](C2=CC=CC=C2C1)NC(=O)[C@H]1N(CSC1(C)C)C([C@H]([C@H](CC1=CC=CC=C1)NC(COC1=CC=C(C=C1)OC)=O)O)=O (R)-N-[(1S,2R)-2-Hydroxyindan-1-yl]-3-[(2S,3S)-3-(4-methoxyphenoxyacetyl)amino-2-hydroxy-4-phenylbutanoyl]-5,5-dimethyl-1,3-thiazolidine-4-carboxamide